5-{1-[4-amino-3-(difluoromethyl)-1H-pyrazolo[3,4-d]pyrimidin-1-yl]ethyl}-2-fluoro-3-[1-(2-hydroxyethyl)azetidin-3-yl]-4-methoxybenzonitrile NC1=C2C(=NC=N1)N(N=C2C(F)F)C(C)C=2C(=C(C(=C(C#N)C2)F)C2CN(C2)CCO)OC